C(C)(C)OP(=O)(OC(C)C)OC1=C(C(=CC(=C1)C)CP(=O)(OC)OC)C(CC(=O)O)(C)C 3-(2-((Diisopropoxyphosphoryl)oxy)-6-((dimethoxyphosphoryl)methyl)-4-methylphenyl)-3-methylbutanoic acid